COC([C@@H](NC([C@@H](NC(=O)OC(C)(C)C)COCC1=CC=CC=C1)=O)C)=O O-benzyl-N-(tert-butoxycarbonyl)-L-seryl-L-alanine methyl ester